CN1N=C2C(N(CC(C2)CNS(=O)(=O)C)C2=CC=C(C=C2)OC(F)(F)F)=C1 N-((2-methyl-4-(4-(trifluoromethoxy)phenyl)-4,5,6,7-tetrahydro-2H-pyrazolo[4,3-b]pyridin-6-yl)methyl)methanesulfonamide